methyl 4'-((3-(2,6-dichlorophenyl)-5-isopropylisoxazol-4-yl)methoxy)-[1,1'-biphenyl]-3-carboxylate ClC1=C(C(=CC=C1)Cl)C1=NOC(=C1COC1=CC=C(C=C1)C1=CC(=CC=C1)C(=O)OC)C(C)C